Ethyl (3S,4R)-4-(3-aminothiophen-2-yl)-1-benzylpyrrolidine-3-carboxylate NC1=C(SC=C1)[C@@H]1[C@@H](CN(C1)CC1=CC=CC=C1)C(=O)OCC